(S)-2-methyl-5-(2-methyl-4-(piperidin-4-yl)benzo[d][1,3]dioxol-2-yl)pyridine TFA salt OC(=O)C(F)(F)F.CC1=NC=C(C=C1)[C@@]1(OC2=C(O1)C=CC=C2C2CCNCC2)C